Z-butyl-9-fluorenylmethyl carbamate C(N)(OC(C1C2=CC=CC=C2C=2C=CC=CC12)CCCC)=O